6-hydroxy-2-(1-methyl-1H-pyrazol-3-yl)pyrimidin-4-ol lithium [Li].OC1=CC(=NC(=N1)C1=NN(C=C1)C)O